COC1=CC=C(C=C1)[C@H]1NC(N[C@@H]1C1=CC=C(C=C1)OC)=O (4R,5R)-4,5-bis(4-methoxyphenyl)2-imidazolidinone